tert-butyl 6-piperazin-1-yl-2-azaspiro[3.4]octane-2-carboxylate N1(CCNCC1)C1CC2(CN(C2)C(=O)OC(C)(C)C)CC1